(4-bromobenzyl)-2-oxoindoline-5-carboxamide BrC1=CC=C(CN2C(CC3=CC(=CC=C23)C(=O)N)=O)C=C1